(S,Z)-2-(((1-(tert-butoxy)-3-((2-((1-(tert-butoxy-carbonyl)azetidin-3-yl)amino)quinolin-6-yl)oxy)-1-oxopropan-2-yl)oxy)imino)-2-(2-((tert-butoxycarbonyl)amino)thiazol-4-yl)acetic acid C(C)(C)(C)OC([C@H](COC=1C=C2C=CC(=NC2=CC1)NC1CN(C1)C(=O)OC(C)(C)C)O\N=C(/C(=O)O)\C=1N=C(SC1)NC(=O)OC(C)(C)C)=O